COC1=CC(=NC2=C1NC(N=C2)=O)C 8-methoxy-6-methylpyrido[3,2-d]pyrimidin-2(1H)-one